(2R)-2-Amino-4,4-dimethyl-N-[3-methyl-4-[2-(trifluoromethyl)-1H-pyrrolo[2,3-b]pyridin-4-yl]phenyl]pentanamide N[C@@H](C(=O)NC1=CC(=C(C=C1)C1=C2C(=NC=C1)NC(=C2)C(F)(F)F)C)CC(C)(C)C